3-((7-((R)-3-Cyclohexyl-2-methylpropanoyl)-10-hydroxy-7-azaspiro[4.5]decan-10-yl)methyl)thieno[2,3-d]pyrimidin-4(3H)-one C1(CCCCC1)C[C@H](C(=O)N1CC2(CCCC2)C(CC1)(O)CN1C=NC2=C(C1=O)C=CS2)C